tert-butyl N-[4-(4-fluorophenyl)-2-[[4-(4-pyridylsulfonimidoyl)benzoyl]amino]phenyl]carbamate FC1=CC=C(C=C1)C1=CC(=C(C=C1)NC(OC(C)(C)C)=O)NC(C1=CC=C(C=C1)S(=O)(=N)C1=CC=NC=C1)=O